1-[2,4-dichloro-5-[(3-fluoro-4-methoxy-phenyl)methoxy]phenyl]-3-[(1S)-1-(2-pyrimidin-2-yl-1,2,4-triazol-3-yl)ethyl]urea ClC1=C(C=C(C(=C1)Cl)OCC1=CC(=C(C=C1)OC)F)NC(=O)N[C@@H](C)C=1N(N=CN1)C1=NC=CC=N1